4-((tetrahydrofuran-3-yl)oxy)benzaldehyde O1CC(CC1)OC1=CC=C(C=O)C=C1